C(CCC)C1(N(S(C2=C(N(C1)C1=CC=CC=C1)C=C(C(=C2)CSCC(=O)O)N(C)C)(=O)=O)CC2=CC=C(C=C2)OC)C 2-(((3-Butyl-7-(dimethylamino)-2-(4-methoxybenzyl)-3-methyl-1,1-dioxido-5-phenyl-2,3,4,5-tetrahydro-1,2,5-benzothiadiazepin-8-yl)methyl)thio)acetic acid